tert-butyl (S)-3-(3-(4-(((benzyloxy)carbonyl)amino)-8-bromo-10-chloro-5-oxo-3,4,5,6-tetrahydrobenzo[b][1,4]diazocin-1(2H)-yl)propoxy)azetidine-1-carboxylate C(C1=CC=CC=C1)OC(=O)N[C@@H]1C(NC2=C(N(CC1)CCCOC1CN(C1)C(=O)OC(C)(C)C)C(=CC(=C2)Br)Cl)=O